N1(CCCC1)CCN1CCNCC1 4-(2-(pyrrolidin-1-yl)ethyl)piperazine